2-((6aR,8R)-8-((5-(chloromethyl)-3-fluoropyridin-2-yl)oxy)-6a-(difluoro-methyl)-5,6,6a,7,8,9-hexahydropyrrolo[1',2':4,5]pyrazino[2,3-c]pyridazine-2-yl)-6-fluorophenol ClCC=1C=C(C(=NC1)O[C@@H]1C[C@]2(N(C=3C(=NN=C(C3)C3=C(C(=CC=C3)F)O)NC2)C1)C(F)F)F